N-(2-((Methylamino)methyl)benzyl)-N-(2-oxo-2-((2'-oxo-1,1',2',3-tetrahydrospiro[indene-2,3'-pyrrolo[2,3-b]pyridin]-5-yl)amino)ethyl)piperidine-1-carboxamide CNCC1=C(CN(C(=O)N2CCCCC2)CC(NC=2C=C3CC4(C(NC5=NC=CC=C54)=O)CC3=CC2)=O)C=CC=C1